4-(4-(4-(benzo[d]thiazol-5-ylamino)quinolin-7-yl)benzoyl)-1-methylpiperazine 1-oxide S1C=NC2=C1C=CC(=C2)NC2=CC=NC1=CC(=CC=C21)C2=CC=C(C(=O)N1CC[N+](CC1)(C)[O-])C=C2